3-tert-Butyl-6-[(4-fluoro-3-methoxyphenyl)methyl]-8-(morpholin-4-yl)pyrido[2,3-e][1,2,4]triazolo[4,3-c]pyrimidin-5(6H)-one C(C)(C)(C)C1=NN=C2N1C(N(C1=C2N=CC(=C1)N1CCOCC1)CC1=CC(=C(C=C1)F)OC)=O